[Si](C)(C)(C(C)(C)C)OC(C1=CC=CC=C1)C1=C(C=CC=C1)C(C#N)O (2-((tert-butyldimethylsilyloxy)benzyl)phenyl)-2-hydroxyacetonitrile